2-mercaptoethylamine-HCl Cl.SCCN